C(C)N1C(N(C2=C(C(=CC=3C2=C1N=C(N3)OC)CN3CCN(CC3)C=3C=CC(=NC3C)C(=O)NC)F)CC3=CC=C(C=C3)OC)=O 5-(4-((3-ethyl-9-fluoro-5-methoxy-1-(4-methoxybenzyl)-2-oxo-2,3-dihydro-1H-pyrimido[4,5,6-de]quinazolin-8-yl)methyl)piperazin-1-yl)-N,6-dimethylpicolinamide